C(C)OC(=O)C1=CC2=C(N=CN=C2C#CC2=CC=C(C=C2)OC)N1C 4-((4-methoxyphenyl)ethynyl)-7-methyl-7H-pyrrolo[2,3-d]Pyrimidine-6-carboxylic acid ethyl ester